lithium boric acid difluorooxalate C(C(=O)F)(=O)F.B(O)(O)O.[Li]